O=C1NC(CCC1N1C(C2=CC=C(C=C2C1=O)N1CCC(CC1)N1CCN(CC1)C1=C(C=C(C(=C1)OC)[N+](=O)[O-])C=1C=NN(C1)C)=O)=O 2-(2,6-dioxopiperidin-3-yl)-5-(4-(4-(5-methoxy-2-(1-methyl-1H-pyrazole-4-yl)-4-nitrophenyl)piperazin-1-yl)piperidin-1-yl)isoindoline-1,3-dione